3-(5-((1-(4'-chloro-5,5-dimethyl-3,4,5,6-tetrahydro-[1,1'-biphenyl]-2-carbonyl)piperidin-4-yl)amino)-1-oxoisoindolin-2-yl)piperidine-2,6-dione ClC1=CC=C(C=C1)C1=C(CCC(C1)(C)C)C(=O)N1CCC(CC1)NC=1C=C2CN(C(C2=CC1)=O)C1C(NC(CC1)=O)=O